C(C)(C)(C)OC(=O)N1[C@H]2[C@H](CC[C@@H]1CC2)OC2=NC(=CN=C2)Cl.OC=2C=CC(=NC2)NC(=O)N2CCN(CC2)C2=NC=C(C=C2)C(F)(F)F |r| N-(5-hydroxypyridin-2-yl)-4-[5-(trifluoromethyl)pyridin-2-yl]piperazine-1-carboxamide rac-tert-butyl-(1R,2S,5S)-2-((6-chloropyrazin-2-yl)oxy)-8-azabicyclo[3.2.1]octane-8-carboxylate